trans-Indeno-fluoren C1=C2C=C3C(=CC=C4C=5C=CC=CC5C=C34)C2=CC=C1